C1(=CC=CC=C1)C(=NC=1C=C2C(=NN(C2=CC1)C1OCCCC1)C(F)(F)F)C1=CC=CC=C1 1,1-Diphenyl-N-(1-(tetrahydro-2H-pyran-2-yl)-3-(trifluoromethyl)-1H-indazol-5-yl)methanimine